FC(OC=1C=C(C=C(C1C(=O)N1CC(CC1)(F)F)OC)C1=CN=C2N1C=CC(=C2)C(C#N)(C)C)F 2-[3-[3-(difluoromethoxy)-4-(3,3-difluoropyrrolidine-1-carbonyl)-5-methoxyphenyl]imidazo[1,2-a]pyridin-7-yl]-2-methylpropanenitrile